NC=1N(C(C2=C(N1)N=CC=C2C)=O)CC2=NC(=NO2)[C@@H]2CO[C@H](C2)C2=CC=C(C=C2)Cl 2-amino-3-((3-((3R,5R)-5-(4-chlorophenyl)tetrahydro-furan-3-yl)-1,2,4-oxadiazol-5-yl)methyl)-5-methylpyrido[2,3-d]pyrimidin-4(3H)-one